2-Chloro-N-(3-fluoro-4-(methoxymethyl)benzyl)-5-(4,4,5,5-tetramethyl-1,3,2-dioxaborolan-2-yl)benzamide ClC1=C(C(=O)NCC2=CC(=C(C=C2)COC)F)C=C(C=C1)B1OC(C(O1)(C)C)(C)C